FC1=C(C=CC(=C1)OC(F)(F)F)[C@H](C)NC(CN1N=NC2=C(C1=O)C(=CC=C2)OC)=O (S)-N-(1-(2-fluoro-4-(trifluoromethoxy)phenyl)ethyl)-2-(5-methoxy-4-oxo-benzo[d][1,2,3]triazin-3(4H)-yl)acetamide